CC1C(CCCC1N)N Methyl-2,6-diaminocyclohexan